COC1=C(C=CC(=C1)CCC(=O)[O-])O The molecule is a monocarboxylic acid anion that is the conjugate base of dihydroferulic acid, obtained by deprotonation of the carboxy group; major species at pH 7.3. It has a role as an antioxidant, a human xenobiotic metabolite, a mouse metabolite and a plant metabolite. It is a conjugate base of a dihydroferulic acid.